4-(2-hydroxy-3-m-tolylaminopropyl)-1,3-dihydroimidazol-2-one OC(CC=1NC(NC1)=O)CNC=1C=C(C=CC1)C